methyl 2-[5-[3-[3-[[ethyl(methyl)sulfamoyl]amino]-2,6-difluoro-benzoyl]-1-trityl-pyrrolo[2,3-b]pyridin-5-yl]pyrimidin-2-yl]-2-azaspiro[3.3]heptane-6-carboxylate C(C)N(S(=O)(=O)NC=1C(=C(C(=O)C2=CN(C3=NC=C(C=C32)C=3C=NC(=NC3)N3CC2(C3)CC(C2)C(=O)OC)C(C2=CC=CC=C2)(C2=CC=CC=C2)C2=CC=CC=C2)C(=CC1)F)F)C